CC=1C=C(C=NC1N1CCNCC1)CC1=CN=C2C(=NC(=NN21)N[C@@H](C)CCC)N (S)-7-((5-Methyl-6-(piperazin-1-yl)pyridin-3-yl)methyl)-N2-(pentan-2-yl)imidazo[2,1-f][1,2,4]-triazin-2,4-diamin